2,2'-([1,1'-biphenyl]-2,2'-diyl)bis(pyridin-1-ium) trifluoromethanesulfonate FC(S(=O)(=O)[O-])(F)F.C1(=C(C=CC=C1)C1=[NH+]C=CC=C1)C1=C(C=CC=C1)C1=[NH+]C=CC=C1.FC(S(=O)(=O)[O-])(F)F